CC1=C(C2=C(C=C1)C(=O)C3=C(C2=O)C=CC(=C3)O)O The molecule is a member of the class of hydroxyanthraquinones that is anthracene-9,10-dione substituted by hydroxy groups at positions 1 and 6 and a methyl group at position 2. It has been isolated from the roots of Rubia yunnanensis. It has a role as a plant metabolite and an antibacterial agent.